Ethylene Chloro trifluoroethylene 6-(trimethylsilyl)-2H-1,3-benzodioxol-5-yl trifluoromethanesulfonate FC(S(=O)(=O)OC1=CC2=C(OCO2)C=C1[Si](C)(C)C)(F)F.ClC(=C(F)F)F.C=C